4-((17-amino-3,6,9,12,15-pentaoxaheptadecyl)amino)-N-(5-methoxythiazol-2-yl)-2-methylbenzamide NCCOCCOCCOCCOCCOCCNC1=CC(=C(C(=O)NC=2SC(=CN2)OC)C=C1)C